4-(1'-(3-((3-fluoro-4-(tetradecyloxy)phenyl)sulfonyl)-6-(methylsulfinyl)quinolin-4-yl)-[1,4'-bipiperidin]-4-yl)piperazin-1-ylethanone FC=1C=C(C=CC1OCCCCCCCCCCCCCC)S(=O)(=O)C=1C=NC2=CC=C(C=C2C1N1CCC(CC1)N1CCC(CC1)N1CCN(CC1)C(C)=O)S(=O)C